C(C)(C)(C)C1=C(C(=C(C=2OC3=C(C21)C(=C(C(=C3[2H])[2H])[2H])[2H])N)C3=CC=CC=C3)[2H] 1-(tert-butyl)-3-phenyldibenzo[b,d]furan-2,6,7,8,9-d5-4-amine